CN1CCN(CC1)C1=CC=CC(=N1)C=1C=NN(C1)[C@@H]1C[C@H](C1)CN (trans-3-(4-(6-(4-methylpiperazin-1-yl)pyridin-2-yl)-1H-pyrazol-1-yl)cyclobutyl)methylamine